C(C)(C)[SiH](C1=CC=C(C=C)C=C1)C(C)C p-di(isopropyl)silylstyrene